tert-butyl (S)-4-((3-amino-7-bromo-6-chloro-8-fluoro-2-((1-methylpyrrolidin-2-yl)methoxy)quinolin-4-yl)amino)piperidine-1-carboxylate NC=1C(=NC2=C(C(=C(C=C2C1NC1CCN(CC1)C(=O)OC(C)(C)C)Cl)Br)F)OC[C@H]1N(CCC1)C